C(#N)C=1N=C(NC1C#N)C(C(F)(F)F)(F)F.[Li] lithium 4,5-dicyano-2-pentafluoroethyl-imidazole salt